C1N(CC2C1CNC2)C(=O)C2=C(C=CC=C2)N2N=CC=N2 (hexahydropyrrolo[3,4-c]pyrrol-2(1H)-yl)(2-(2H-1,2,3-triazol-2-yl)phenyl)methanone